3-(6-(Chloromethyl)pyrimidin-4-yl)piperidine-2,6-dione ClCC1=CC(=NC=N1)C1C(NC(CC1)=O)=O